C(#N)C=1N=CC(=NC1)C=1C(=C(C=CC1)NC1=C(N=NC(=C1)NC(=O)C1CC1)C(=O)NC([2H])([2H])[2H])OC 4-{[3-(5-cyanopyrazin-2-yl)-2-methoxyphenyl]amino}-6-cyclopropanecarboxamido-N-(2H3)methylpyridazine-3-carboxamide